2-chloro-6-((5-(3,4-difluorophenyl)pyridin-3-yl)oxy)-4-(piperidin-4-yloxy)pyridine ClC1=NC(=CC(=C1)OC1CCNCC1)OC=1C=NC=C(C1)C1=CC(=C(C=C1)F)F